(7-cyclobutyl-6-[(3R)-3-hydroxy-3-methylpiperidin-1-yl]-2-{[(2S)-1-methylpyrrolidin-2-yl]methoxy}-7H-purin-8-yl)[8-ethynyl-7-fluoro-3-(methoxymethoxy)naphthalen-1-yl]methanone C1(CCC1)N1C(=NC2=NC(=NC(=C12)N1C[C@](CCC1)(C)O)OC[C@H]1N(CCC1)C)C(=O)C1=CC(=CC2=CC=C(C(=C12)C#C)F)OCOC